((4-(cyclohexylamino)-1H-pyrrolo[2,3-b]Pyridin-5-yl)ethynyl)nicotinonitrile C1(CCCCC1)NC1=C2C(=NC=C1C#CC1=C(C#N)C=CC=N1)NC=C2